N1(N=NN=C1)CC(=O)N[C@H](C)[C@@H]1[C@H]2[C@H](C(=C(N2C1=O)C(=O)O)CN1C[C@@H]([C@H](C1)O)NC(=N)N)C (4S,5R,6R)-6-((R)-1-(2-(1H-tetrazol-1-yl)acetamido)ethyl)-3-(((3S,4S)-3-guanidino-4-hydroxypyrrolidin-1-yl)methyl)-4-methyl-7-oxo-1-azabicyclo[3.2.0]Hept-2-ene-2-carboxylic acid